C(=O)(O)C1=C(C=O)C=CC=C1 carboxybenzaldehyde